(S)-4-((2,2-dimethyl-4-(5-methyl-4-oxo-3-(4-phenoxypicolinamido)-2,3,4,5-tetrahydrobenzo[b][1,4]oxazepin-7-yl)but-3-yn-1-yl)oxy)-4-oxobutanoic acid CC(COC(CCC(=O)O)=O)(C#CC1=CC2=C(OC[C@@H](C(N2C)=O)NC(C2=NC=CC(=C2)OC2=CC=CC=C2)=O)C=C1)C